N-(6-(6-(2-(2-ethoxyethoxy)ethoxy)-4-methylpyridin-3-yl)-1-(4-fluorophenyl)-1H-pyrazolo[3,4-d]pyrimidin-4-yl)-5-nitrothiophene-2-carboxamide C(C)OCCOCCOC1=CC(=C(C=N1)C1=NC(=C2C(=N1)N(N=C2)C2=CC=C(C=C2)F)NC(=O)C=2SC(=CC2)[N+](=O)[O-])C